ClC1=CC(=C2C(C(=CN(C2=N1)C=1SC=C(N1)C1=CC=CC=C1)C(=O)O)=O)C 7-chloro-5-methyl-4-oxo-1-(4-phenyl-1,3-thiazol-2-yl)-1,4-dihydro-1,8-naphthyridine-3-carboxylic acid